(S)-6-(propyl(2-(thiophen-2-yl)ethyl)amino)-5,6,7,8-tetrahydronaphthalen-1-yl(14-amino-14-oxomyristoyl)glycinate C(CC)N([C@@H]1CC=2C=CC=C(C2CC1)N(CC(=O)[O-])C(CCCCCCCCCCCCC(=O)N)=O)CCC=1SC=CC1